oxetanyl oxide O1C(CC1)OC1OCC1